O(CCN(CC(=O)O)CC1=CC=CC(=N1)C(=O)O)CCN(CC(=O)O)CC1=CC=CC(=N1)C(=O)O 6,6'-(((oxybis(ethane-2,1-diyl))bis((carboxymethyl)azanediyl))bis(methylene))dipicolinic acid